2-[({2-amino-6-[(2-imino-4-methyl-2,3-dihydro-1,3-oxazol-3-yl)methyl]phenyl} carbamothioyl)amino]-2-(3-chlorophenyl)propyl 2,2-dimethylpropanoate CC(C(=O)OCC(C)(C1=CC(=CC=C1)Cl)NC(NC1=C(C=CC=C1CN1C(OC=C1C)=N)N)=S)(C)C